4-methyl-5-oxo-1H-1,2,4-triazole-3-carboxylic acid CN1C(=NNC1=O)C(=O)O